N-(2-aminoethyl)-4-[(2R)-4-[4'-(aminomethyl)-5-fluoro-[1,1'-biphenyl]-2-carbonyl]-2-ethylpiperazin-1-yl]-2'-ethoxy-[1,1'-biphenyl]-3-carboxamide NCCNC(=O)C=1C=C(C=CC1N1[C@@H](CN(CC1)C(=O)C=1C(=CC(=CC1)F)C1=CC=C(C=C1)CN)CC)C1=C(C=CC=C1)OCC